FC=1C(=C(C=CC1F)[C@H]1[C@@H](O[C@]([C@H]1C)(C(F)(F)F)C)C1=CC(C(=C(N1)C)N(C)CCOC)=O)OC 6-((2R,3S,4S,5R)-3-(3,4-difluoro-2-methoxyphenyl)-4,5-dimethyl-5-(trifluoromethyl)tetrahydrofuran-2-yl)-3-((2-methoxyethyl)(methyl)amino)-2-methylpyridin-4(1H)-one